butylthio-β-naphthol C(CCC)SC1=C(C=CC2=CC=CC=C12)O